C(C)N(CCCNC(=O)C1CCN(CC1)C1=NN=C(C=2C1=NN(C2C)C2=CC=C(C=C2)C)C)CC N-(3-(diethylamino)propyl)-1-(3,4-dimethyl-2-(p-tolyl)-2H-pyrazolo[3,4-d]pyridazin-7-yl)piperidine-4-carboxamide